1-[(12aR)-9-(2-chloro-6-hydroxyphenyl)-8,10-difluoro-3,4,12,12a-tetrahydro-6H-pyrazino[2,1-c][1,4]benzooxazepin-2(1H)-yl]prop-2-en-1-one ClC1=C(C(=CC=C1)O)C1=C(C2=C(CN3[C@@H](CO2)CN(CC3)C(C=C)=O)C=C1F)F